N2-(2-(1-(Cyclopropylsulfonyl)-1H-pyrazol-4-yl)pyrimidin-4-yl)-5-(furan-2-yl)-N4-((1s,4s)-4-(methylamino)cyclohexyl)pyridine-2,4-diamine C1(CC1)S(=O)(=O)N1N=CC(=C1)C1=NC=CC(=N1)NC1=NC=C(C(=C1)NC1CCC(CC1)NC)C=1OC=CC1